(S)-3-Fluoroazepane hydrobromide Br.F[C@@H]1CNCCCC1